4-(6-Biphenyl-4-ylmethyl-4-cyano-3-hydroxy-pyridin-2-yl)-4-oxo-butyric acid ethyl ester C(C)OC(CCC(=O)C1=NC(=CC(=C1O)C#N)CC1=CC=C(C=C1)C1=CC=CC=C1)=O